FC(C1=NN(C=C1NC(=O)C=1C=NN2C1N=C(C=C2)N2CC1OC(C2)C1)C1CCC(CC1)CO)F N-[3-(difluoromethyl)-1-[4-(hydroxymethyl)cyclohexyl]pyrazol-4-yl]-5-(6-oxa-3-azabicyclo[3.1.1]heptan-3-yl)pyrazolo[1,5-a]pyrimidine-3-carboxamide